(2S)-N-[(S)-(4-cyclopropyl-3-fluorophenyl)(2-oxo-2,3-dihydro-1H-1,3-benzodiazol-4-yl)methyl]-1-[2-(1H-1,2,3-triazol-5-yl)acetyl]pyrrolidine-2-carboxamide C1(CC1)C1=C(C=C(C=C1)[C@H](NC(=O)[C@H]1N(CCC1)C(CC1=CN=NN1)=O)C1=CC=CC=2NC(NC21)=O)F